C(C1=CC=CC=C1)OC1=NC(=NC(=C1CCOC)C)[C@@H]1O[C@]([C@H]([C@H]1C1=C(C(=C(C=C1)F)F)OC)C)(C(F)(F)F)C 4-(benzyloxy)-2-((2R,3S,4S,5R)-3-(3,4-difluoro-2-methoxyphenyl)-4,5-dimethyl-5-(trifluoromethyl)tetrahydrofuran-2-yl)-5-(2-methoxyethyl)-6-methylpyrimidine